FC(C1=NC(=C(C(=O)O)C=C1)NC1=C(C=C(C=C1)F)C(C)C)F 6-(difluorometh-yl)-2-((4-fluoro-2-isopropylphenyl)-amino)nicotinic acid